O=C1N(CC=2C=C3C(=CC12)CCC1(O3)CCNCC1)N1C(CCCC1=O)=O (6'-oxo-3',4',6',8'-tetrahydro-7'H-spiro[piperidine-4,2'-pyrano[2,3-f]isoindol]-7'-yl)piperidine-2,6-dione